IC=1C=C(C(=O)NC2=CC(C(C=C2)=CN2CCN(CC2)C)C(F)(F)F)C=CC1Cl 3-iodo-4-chloro-N-(4-((4-methylpiperazin-1-yl)methylene)-3-(trifluoromethyl)phenyl)benzamide